3-(5-(((1S,2R)-3,3-difluoro-2-(3-(1-(1-methylcyclopropane-1-carbonyl)piperidin-4-yl)azetidin-1-yl)cyclohexyl)oxy)-1-oxoisoindolin-2-yl)piperidine-2,6-dione FC1([C@@H]([C@H](CCC1)OC=1C=C2CN(C(C2=CC1)=O)C1C(NC(CC1)=O)=O)N1CC(C1)C1CCN(CC1)C(=O)C1(CC1)C)F